tert-butyl (5aR,6S,9R)-2-chloro-12-(ethylthio)-1-fluoro-9-methyl-4,5,5a,6,7,8,9,10-octahydro-3,10a,11,13,14-pentaaza-6,9-methanonaphtho[1,8-ab]heptalene-14-carboxylate ClC=1C(=C2N=C(N=C3C2=C(CC[C@@H]2[C@@H]4CC[C@](CN32)(N4C(=O)OC(C)(C)C)C)N1)SCC)F